N=1N(N=CC1)C1=C(C=C(C=N1)NC(=O)C1CC(C=2C=3N(N=CC21)C=C(N3)Cl)(C)C)C(F)(F)F N-(6-(2H-1,2,3-triazol-2-yl)-5-(trifluoromethyl)pyridin-3-yl)-2-chloro-9,9-dimethyl-8,9-dihydro-7H-cyclopenta[d]imidazo[1,2-B]pyridazine-7-carboxamide